C(C)NC1=CC(=C2N3CCC[C@H]3CCCCC[C@](C3=NN=C(C1=N2)O3)(O)C(F)(F)F)C(F)(F)F (6R,12R)-20-(ethylamino)-6,18-bis(trifluoromethyl)-22-oxa-3,4,16,21-tetraazatetracyclo[15.3.1.12,5.012,16]docosa-1(21),2,4,17,19-pentaen-6-ol